N1(C=NCC1)CCC[Si](OCC)(OCC)OCC 3-(2-imidazolin-1-yl)propyl-triethoxysilane